ONC(\C=C\C1=C(C=CC=C1)N1CCC(CC1)NCC1=CC=NC=C1)=O (E)-N-hydroxy-3-(2-(4-((pyridin-4-ylmethyl)amino)piperidin-1-yl)phenyl)acrylamide